I.[C@@H]12NC[C@@H]([C@@H](C1)OCC=1C(=NOC1C1CC1)C1=C(C=CC=C1Cl)Cl)C2 4-(((1S,4S,5R)-2-Azabicyclo[2.2.1]heptan-5-yloxy)methyl)-5-cyclopropyl-3-(2,6-dichlorophenyl)isoxazole hydroiodide salt